C(C)(=O)C1=NN(C2=CC=C(C=C12)C=1C=NC(=NC1)C1CC1)CC(=O)N1[C@@H]2C[C@@H]2C[C@H]1C(=O)NC1=NC(=CN=C1)Br (1R,3S,5R)-2-(2-(3-acetyl-5-(2-cyclopropylpyrimidin-5-yl)-1H-indazol-1-yl)acetyl)-N-(6-bromopyrazin-2-yl)-2-azabicyclo[3.1.0]hexane-3-carboxamide